C1(=CC=CC=C1)[S@](=O)OC(C)C (R)-isopropyl benzenesulfinate